[4-[2-[4-(2,2-difluoroethyl)piperazin-1-yl]ethoxy]phenyl]acetic acid FC(CN1CCN(CC1)CCOC1=CC=C(C=C1)CC(=O)O)F